3-(5-{[tert-Butyl(dimethyl)silyl]oxy}-4-chloro-2-fluorophenyl)-6-(1,1-difluoroethyl)-pyrimidin-2,4(1H,3H)-dion [Si](C)(C)(C(C)(C)C)OC=1C(=CC(=C(C1)N1C(NC(=CC1=O)C(C)(F)F)=O)F)Cl